CC1=C(OC=2CCC3=CN(N=C3C21)CC=2N=NC=CC2)C(=O)O 8-Methyl-2-[(pyridazin-3-yl)methyl]-4,5-dihydro-2H-furo[2,3-g]indazole-7-carboxylic acid